(RS)-4-(4-chloro-2-ethyl-phenyl)-4,5-dihydro-oxazol-2-yl-amine ClC1=CC(=C(C=C1)[C@H]1N=C(OC1)N)CC |r|